rel-2-((3R,4R)-4-(((6-(cyclopropyl(4-(trifluoromethyl)benzyl)amino)-5-fluoropyrimidin-4-yl)amino)methyl)-3-hydroxypiperidin-1-yl)acetamide-2,2-d2 C1(CC1)N(C1=C(C(=NC=N1)NC[C@@H]1[C@H](CN(CC1)C(C(=O)N)([2H])[2H])O)F)CC1=CC=C(C=C1)C(F)(F)F |o1:12,13|